COC(NC1=CC=C2C3=C(NC([C@H](CCCCCCCC2=C1)NC(\C=C\C1=C(C=CC(=C1)Cl)N1N=NN=C1)=O)=N3)Cl)=O {(S)-18-Chloro-15-[(E)-3-(5-chloro-2-tetrazol-1-yl-phenyl)-acryloylamino]-17,19-diaza-tricyclo[14.2.1.02,7]nonadeca-1(18),2,4,6,16(19)-pentaen-5-yl}-carbamic Acid methyl ester